ethyl-N-lauroyl-L-arginine C(C)N([C@@H](CCCNC(N)=N)C(=O)O)C(CCCCCCCCCCC)=O